FC=1C=C(OC2=CC=CC(=N2)S(=O)(=O)NC(=O)C=2C(=NC=CC2)N2C(CC(C2)C)(C)C)C=CC1 N-[[6-(3-fluorophenoxy)-2-pyridyl]sulfonyl]-2-(2,2,4-trimethylpyrrolidin-1-yl)pyridine-3-carboxamide